5-((3-fluoro-4-(4-formylpiperidin-1-yl)phenyl)amino)-3-(piperidin-1-yl)-1,2,4-triazin-6-carboxamide FC=1C=C(C=CC1N1CCC(CC1)C=O)NC=1N=C(N=NC1C(=O)N)N1CCCCC1